C(CC)C1=C(C=CC(=C1)CCC)O 2,4-di-n-propylphenol